C(=O)(OC(C)(C)C)NC([O-])=O Boc-carbamate